B(OCCCCCCCCCC)(OCCCCCCCCCC)OCCCCCCCCCC (tri-n-decyl) borate